FC(C1=C(OC=2CCC=3C=NNC3C21)C(=O)OCC)F ethyl 8-(difluoromethyl)-4,5-dihydro-1H-furo[2,3-g]indazole-7-carboxylate